4-Picolinic acid N1=CC=C(C=C1)C(=O)O